(3S)-3-ethyl-3-methyl-N-(4-methyl-5-oxo-2-phenyl-5,6,7,8-tetrahydro-4H-pyrazolo[1,5-a][1,3]diazepin-6-yl)-1,3-dihydrofuro[3,4-c]pyridine-6-carboxamide C(C)[C@@]1(OCC2=C1C=NC(=C2)C(=O)NC2C(N(C=1N(CC2)N=C(C1)C1=CC=CC=C1)C)=O)C